tert-butyl N-[4-({2-[2,6-bis(benzyloxy)pyridin-3-yl]-1-oxo-3H-isoindol-4-yl}amino)-2,2-difluorobutyl]carbamate C(C1=CC=CC=C1)OC1=NC(=CC=C1N1C(C2=CC=CC(=C2C1)NCCC(CNC(OC(C)(C)C)=O)(F)F)=O)OCC1=CC=CC=C1